(S)-N-(1-(2-Fluoro-4-methylphenyl)ethyl)-2-(4-isopropyl-7-oxo-1-phenyl-1,7-dihydro-6H-pyrazolo[3,4-d]pyridazin-6-yl)acetamid FC1=C(C=CC(=C1)C)[C@H](C)NC(CN1N=C(C2=C(C1=O)N(N=C2)C2=CC=CC=C2)C(C)C)=O